NCC(=O)N1C(C=2N(CC1)C(=C(N2)C2=CC(=C(C=C2)F)F)NC2=NC=C(C=C2)C(F)(F)F)(C)C 2-amino-1-(2-(3,4-difluorophenyl)-8,8-dimethyl-3-((5-(trifluoromethyl)pyridin-2-yl)amino)-5,6-dihydroimidazo[1,2-a]pyrazin-7(8H)-yl)ethan-1-one